N-(6-((1H-Pyrazol-1-yl)methyl)-4-methoxybenzo[d]isoxazol-3-yl)-3-(4-(2-(1-(2-(2,6-dioxopiperidin-3-yl)-1,3-dioxoisoindolin-5-yl)piperidin-4-yl)ethyl)piperazin-1-yl)benzene-sulfonamide N1(N=CC=C1)CC1=CC2=C(C(=NO2)NS(=O)(=O)C2=CC(=CC=C2)N2CCN(CC2)CCC2CCN(CC2)C=2C=C3C(N(C(C3=CC2)=O)C2C(NC(CC2)=O)=O)=O)C(=C1)OC